BrC1=CC2=CN(N=C2C=C1N1C[C@H](CC1)OCCOC=1C=C(C(=O)N)C=CC1)C1CCC(CC1)CO 3-[2-[(3S)-1-[5-bromo-2-[4-(hydroxymethyl)cyclohexyl]indazol-6-yl]pyrrolidin-3-yl]oxyethoxy]benzamide